2-amino-N-(2-chloro-4-(((2S*,4R*)-2-methyl-1-propionyl-1,2,3,4-tetrahydroquinolin-4-yl)amino)phenyl)acetamide NCC(=O)NC1=C(C=C(C=C1)N[C@@H]1C[C@@H](N(C2=CC=CC=C12)C(CC)=O)C)Cl |o1:12,14|